vinylfluoridE C(=C)F